BrC1=CSC2=C1N=CN=C2OC2CCN(CC2)C(=O)OC(C)(C)C tert-butyl 4-((7-bromothieno[3,2-d]pyrimidin-4-yl)oxy)piperidine-1-carboxylate